2-(2,6-dioxopiperidin-3-yl)-1-oxo-N-((R)-2,2,2-trifluoro-1-(3-methoxypyridin-2-yl)ethyl)isoindoline-5-carboxamide O=C1NC(CCC1N1C(C2=CC=C(C=C2C1)C(=O)N[C@@H](C(F)(F)F)C1=NC=CC=C1OC)=O)=O